CNCCN1N=CC(=C1)B1OC(C(O1)(C)C)(C)C N-methyl-2-(4-(4,4,5,5-tetramethyl-1,3,2-dioxaborolan-2-yl)-1H-pyrazol-1-yl)ethane-1-amine